C(CCCCCCCCCCC)(=O)C[N-]C Dodecanoyl-N,N-dimethylamide